lead lithium niobium [Nb].[Li].[Pb]